3-(1-bromoethyl)thiophene BrC(C)C1=CSC=C1